(2R,3aS,8aR)-3-(mesitylsulfonyl)-3,3a,8,8a-tetrahydroindeno[1,2-d][1,2,3]oxathiazole 2-oxide C1(=C(C(=CC(=C1)C)C)S(=O)(=O)N1[S@@](O[C@H]2[C@@H]1C=1C=CC=CC1C2)=O)C